(6-(3,5-dimethylisoxazol-4-yl)pyridin-3-yl)ammonia CC1=NOC(=C1C1=CC=C(C=N1)N)C